CC1=C(C=CC(=C1)C=1C=NN(C1)C)S(=O)(=O)NC1=C(C=CC=C1[N+](=O)[O-])C 2-methyl-4-(1-methyl-1H-pyrazol-4-yl)-N-(2-methyl-6-nitrophenyl)benzene-1-sulfonamide